4-formylbenzylamide C(=O)C1=CC=C(C[NH-])C=C1